Cl.CN1C(CNCC1)=O 1-methylpiperazin-2-one hydrochloride